(S)-3-(azetidin-1-yl)-6a,7,9,10-tetrahydropyrazino[1,2-d]pyrido[3,2-b][1,4]thiazin N1(CCC1)C1=CC=2SC[C@H]3N(C2N=C1)CCNC3